CC(C)([S@](=O)NCC1=NC=CC(=C1)C1=CC(=CC=2C(=COC21)C(F)(F)F)COC2=C(C=CC(=C2)F)CC(=O)OCC)C (+)-(S)-ethyl 2-(2-((7-(2-((1,1-dimethylethylsulfinamido)methyl)pyridin-4-yl)-3-(trifluoromethyl)benzofuran-5-yl)methoxy)-4-fluorophenyl)acetate